[C@H]1([C@H](O)[C@@H](O)[C@H](O)[C@H](O1)CO)F alpha-D-glucopyranosyl fluoride